CC1=C(C(=CC(=C1)C)C)N1C(N(CC1)C1=C(C=C(C=C1C)C)C)=[Ru](=CC1=CC=CC=C1)(Cl)Cl [1,3-bis(2,4,6-trimethylphenyl)imidazolidin-2-ylidene]dichloro(phenylmethylidene)ruthenium